N-(2-hydroxyethyl)-N-propyl-3H-benzo[b]azepine-4-carboxamide OCCN(C(=O)C1=CC2=C(N=CC1)C=CC=C2)CCC